C(C1=CC=CC=C1)OC1=C(C=CC=C1)C1=CN=C(N1)[C@H](CO)NC(OCC1=CC=CC=C1)=O (R)-Benzyl (1-(5-(2-(benzyloxy)phenyl)-1H-imidazol-2-yl)-2-hydroxyethyl)carbamate